6-{8-[(2-cyano-2-methylideneethyl)amino]-7-methoxynaphthalen-2-yl}-N-(2-methanesulfonylethyl)pyridine-2-carboxamide C(#N)C(CNC=1C(=CC=C2C=CC(=CC12)C1=CC=CC(=N1)C(=O)NCCS(=O)(=O)C)OC)=C